diisopropyl-butenedioic acid C(C)(C)C(=C(C(=O)O)C(C)C)C(=O)O